C(C)(C)(C)OC(NC12CC(C1)(C2)C2=NC(=NO2)[C@@H]2C[C@@H](C2)O)=O (3-(3-(cis-3-hydroxycyclobutyl)-1,2,4-oxadiazol-5-yl)bicyclo[1.1.1]pent-1-yl)carbamic acid tert-butyl ester